ClC1=CC=C2C(=CC=NC2=C1)C(CCCN(CC)CC)(C)N 4-(7-chloroquinolin-4-yl)-N1,N1-diethylpentane-1,4-diamine